CN(C1(CCCC1)CNC(=O)N1CC2=CC=CC=C2C1)C 1,3-Dihydro-isoindole-2-carboxylic acid (1-dimethylamino-cyclopentylmethyl)-amide